NCC1CCC(CC1)CN 1,4-Bis(amino-methyl)cyclohexan